α-amino-N-[5,6-dihydro-2-(1-methyl-1H-pyrazol-4-yl)-6-oxo-1H-pyrrolo[4,3,2-ef][2,3]benzodiazepin-8-yl]-Cyclohexaneacetamide CN1C=C(C=N1)C2=C3C=NNC(=O)C4=C3C(=CC(=C4)NC(=O)C(C5CCCCC5)N)N2